ClC1=C(C=C2CN(C(C2=C1)=O)C1C(NC(CC1)=O)=O)C(=O)N 6-chloro-2-(2,6-dioxopiperidin-3-yl)-1-oxoisoindoline-5-carboxamide